C(C1=CC(=C(N)C=C1C(C)C)C)C1=CC(=C(N)C=C1C(C)C)C 4,4'-methylenebis-(5-isopropyl-2-methylaniline)